BrC=1C(=CC(=NC1)N1CCN(CC1)C(=O)OC(C)(C)C)C tert-butyl 4-(5-bromo-4-methyl-2-pyridyl)piperazine-1-carboxylate